BrC1=C(C=CC(=C1)F)N(C(OC)=O)C1CCC1 Methyl (2-bromo-4-fluorophenyl)(cyclobutyl)carbamate